C12CN(CC2C1)CC(=O)NC=1N=CC2=CC=C(C=C2C1)C=1N=NN(C1)C 2-(3-azabicyclo[3.1.0]hex-3-yl)-N-(6-(1-methyl-1H-1,2,3-triazol-4-yl)isoquinolin-3-yl)acetamide